OC1CCC(CC1)[C@H]1N(C[C@@H](CC1)C)C(C(=O)NC=1C=C(C(=NC1)NC(OC(C)(C)C)=O)C)=O |r| Racemic-tert-butyl N-[5-[[2-[(2S,5R)-2-(4-hydroxycyclohexyl)-5-methyl-1-piperidyl]-2-oxo-acetyl]amino]-3-methyl-2-pyridyl]carbamate